Propoxy oxide C(CC)OOOCCC